C1(=CC=CC=C1)SC[C@@H](C[C@@H]1N(CCC1)C(=O)OC(C)(C)C)NC1=C(C=C(C=C1)S(N)(=O)=O)S(=O)(=O)C(F)(F)F Tert-butyl (R)-2-((R)-3-(phenylthio)-2-((4-sulfamoyl-2-((trifluoromethyl)sulfonyl)phenyl)amino)propyl)pyrrolidine-1-carboxylate